BrC1=CC2=C(N(C1=O)C(=O)OC(C)(C)C)N=C(S2)OCC tert-butyl 6-bromo-2-ethoxy-5-oxothiazolo[4,5-b]pyridine-4(5H)-carboxylate